C[C@@H]1[C@H](C[C@H](C(O1)O)O)O 3,6-dideoxy-D-ribopyranose